trifluorophenylpyrimidine-protocatechuic acid FC1=C(C(=O)O)C(=CC(=C1O)O)C1=NC(=C(C(=N1)C1=CC=CC=C1)F)F